(2R,3R,3aS,6S,6aR)-2-(4-amino-2-methyl-7H-pyrrolo[2,3-d]pyrimidin-7-yl)-6-((2-amino-3-bromoquinolin-7-yl)methyl)hexahydro-3aH-cyclopenta[b]furan-3,3a-diol NC=1C2=C(N=C(N1)C)N(C=C2)[C@H]2[C@@H]([C@@]1([C@H](O2)[C@@H](CC1)CC1=CC=C2C=C(C(=NC2=C1)N)Br)O)O